FC(C1=C(C=CC(=C1)C(F)(F)F)C1=NN2C(=NN=CC2=C1)SC)(F)F (2,4-bis(trifluoromethyl)phenyl)-7-(methylthio)pyrazolo[1,5-d][1,2,4]triazine